C1(=CCCCC1)C1=CC2=C(N=C(S2)NC(C2=CN=C(C=C2C2=C(C=CC=C2)OC)C)=O)C=C1 N-(6-(cyclohex-1-en-1-yl)benzo[d]thiazol-2-yl)-4-(2-methoxyphenyl)-6-methylnicotinamide